trans-4-[(2,4-difluorobenzyl)oxy]-N-[2-fluoro-3-(4-methyl-6-oxo-1,6-dihydropyrimidin-2-yl)-4-(trifluoromethyl)benzyl]cyclohexane-1-carboxamide FC1=C(CO[C@@H]2CC[C@H](CC2)C(=O)NCC2=C(C(=C(C=C2)C(F)(F)F)C=2NC(C=C(N2)C)=O)F)C=CC(=C1)F